C1(CC1)[C@H](C)NC1=NC(=CC2=C1N=C(N=C2)N[C@H]2[C@H](COC2)NC(C=C)=O)C2=C(C(=CC(=C2Cl)OC)OC)Cl N-((3R,4S)-4-((8-(((S)-1-cyclopropylethyl)amino)-6-(2,6-dichloro-3,5-dimethoxyphenyl)pyrido[3,4-d]pyrimidin-2-yl)amino)tetrahydrofuran-3-yl)acrylamide